(3-fluoro-5-(4-(4-fluorophenyl)-1H-1,2,3-triazol-1-yl)phenyl)methanamine trifluoroacetate FC(C(=O)O)(F)F.FC=1C=C(C=C(C1)N1N=NC(=C1)C1=CC=C(C=C1)F)CN